FC=1C=C2C(=C(C=NC2=CC1)C(=O)N1CCC(CC1)(CO)O)N1CCC(CC1)(C#N)C1=CC=CC=C1 1-(6-fluoro-3-(4-hydroxy-4-(hydroxymethyl)piperidine-1-carbonyl)quinolin-4-yl)-4-phenylpiperidine-4-carbonitrile